C(#N)C(C)NC(C1=CC=CC=C1)=O N-(1-cyanoethyl)benzamide